1-(2,5-difluorobenzyl)-N-methylaminoamine FC1=C(CCNN)C=C(C=C1)F